2-chloro-10-{4-[(1-{1-[9-ethyl-7-(thiophen-2-yl)-9H-carbazol-3-yl]-5,8,11,14-tetraoxa-2-azahexadecan-16-yl}-1H-1,2,3-triazol-4-yl)methoxy]benzoyl}-10H-phenothiazine ClC1=CC=2N(C3=CC=CC=C3SC2C=C1)C(C1=CC=C(C=C1)OCC=1N=NN(C1)CCOCCOCCOCCOCCNCC=1C=CC=2N(C3=CC(=CC=C3C2C1)C=1SC=CC1)CC)=O